ethyl (1S,3S,4R)-2-benzyl-2-azabicyclo[2.2.1]heptane-3-carboxylate C(C1=CC=CC=C1)N1[C@H]2CC[C@@H]([C@H]1C(=O)OCC)C2